4-Cyano-N-[4-(3-cyanophenyl)-5-(2,4-dimethyloxazol-5-yl)thiazol-2-yl]-4-methyl-piperidine-1-carboxamide C(#N)C1(CCN(CC1)C(=O)NC=1SC(=C(N1)C1=CC(=CC=C1)C#N)C1=C(N=C(O1)C)C)C